FC(C=1C=C2C(=NC1)SC=N2)(F)F 6-(trifluoromethyl)thiazolo[5,4-b]pyridine